Cl.CC1=NC2=CC=CC=C2C(=N1)OCCN1CC(CC1)(O)C1=CC=CC=C1 1-(2-((2-Methylquinazolin-4-yl)oxy)ethyl)-3-phenylpyrrolidin-3-ol hydrochloride